4-[3-[4-[(6-Chloro-8-cyclopentyl-7-oxo-pyrido[2,3-d]pyrimidin-2-yl)amino]-3-methyl-phenyl]sulfonylbutoxy]cyclohexanecarbaldehyde ClC1=CC2=C(N=C(N=C2)NC2=C(C=C(C=C2)S(=O)(=O)C(CCOC2CCC(CC2)C=O)C)C)N(C1=O)C1CCCC1